C1[C@H](O1)CO (R)-(+)-glycidol